ClC1=NC2=CC=CC=C2C(N1C)=O chloro-3-methyl-4-oxoquinazoline